alpha-methyl-2-aminophenyl-pentanoic acid CC(C(=O)O)(CCC)C1=C(C=CC=C1)N